1,2,4,5,7,8-hexoxonane O1OCOOCOOC1